(3-(((4-(3-(tert-butyl)-1,2,4-oxadiazol-5-yl)bicyclo[2.2.2]octan-1-yl)methyl)amino)phenyl)dimethylphosphine Oxide C(C)(C)(C)C1=NOC(=N1)C12CCC(CC1)(CC2)CNC=2C=C(C=CC2)P(C)(C)=O